2-(piperidin-4-yl)-1,2,3,4-tetrahydroisoquinoline N1CCC(CC1)N1CC2=CC=CC=C2CC1